CC1=C(C=CC(=C1)C)C=1CCCC2=C(C1C1=CC=C(C=C1)CC1CN(C1)CCCF)C=CC(=C2)C(=O)O 8-(2,4-dimethylphenyl)-9-(4-((1-(3-fluoropropyl)azetidin-3-yl)methyl)phenyl)-6,7-dihydro-5H-benzo[7]annulene-3-carboxylic acid